N-(2,3-dihydro-1H-inden-1-yl)-4-(dimethylamino)-1H-pyrrolo[2,3-b]pyridine-5-carboxamide C1(CCC2=CC=CC=C12)NC(=O)C=1C(=C2C(=NC1)NC=C2)N(C)C